C(C)(C)(C)OC(=O)N[C@H](CC1=CC=CC=C1)C(=O)O (tert-butoxycarbonyl)-D-phenylalanine